CC1=C(C(C(=O)O)=CC=C1)N 3-Methylanthranilic Acid